COS(N[C@H]1OC(O[C@H]1C1=C(C=CC=C1)Cl)(C)C)(=O)=O ((4S,5S)-5-(2-chlorophenyl)-2,2-dimethyl-1,3-dioxolan-4-yl)sulfamic acid methyl ester